ClC1=NC(=NC=C1C(F)(F)F)NC=1C=C2CCN(CC2=CC1)C(=O)OC(C)(C)C tert-butyl 6-((4-chloro-5-(trifluoromethyl)pyrimidin-2-yl)amino)-3,4-dihydroisoquinoline-2(1H)-carboxylate